FC1=CC=C(C(=O)N2[C@@H](C=3N(CC2)C(=NC3NS(=O)(=O)C)C3=NC(=NS3)C)C)C=C1 (R)-N-(7-(4-fluorobenzoyl)-8-methyl-3-(3-methyl-1,2,4-thiadiazol-5-yl)-5,6,7,8-Tetrahydroimidazo[1,5-a]pyrazin-1-yl)methanesulfonamide